C(C)N(CCCOC1=C(C=C2C(=CC=NC2=C1)OC1=C(C=C(C=C1)NC(=O)C1(C(C1)(C)C)C(=O)NC1=CC=C(C=C1)F)F)OC)CC N-(4-{[7-{[3-(Diethylamino)propyl]oxy}-6-(methyloxy)chinolin-4-yl]oxy}-3-fluorophenyl)-N'-(4-fluorophenyl)-2,2-dimethylcyclopropan-1,1-dicarboxamid